5-(cyclopentylmethyl)-N-(6-(5-((4-hydroxy-4-methylpentyl)oxy)-2-methylphenyl)pyrimidin-4-yl)-4H-1,2,4-triazole-3-carboxamide C1(CCCC1)CC=1NC(=NN1)C(=O)NC1=NC=NC(=C1)C1=C(C=CC(=C1)OCCCC(C)(C)O)C